tert-butyl 3-(5,5-dimethylpyrrolidin-2-yl)-3-methyl-pyrrolidine-1-carboxylate CC1(CCC(N1)C1(CN(CC1)C(=O)OC(C)(C)C)C)C